(2S,4S)-4-methyl-N-((E)-3-(methylsulfonyl)allyl)-2-phenylpiperidine-1-carboxamide C[C@@H]1C[C@H](N(CC1)C(=O)NC\C=C\S(=O)(=O)C)C1=CC=CC=C1